2-(4-methylpiperidin-4-yl)-4,5,6,7-tetrahydro-1,3-benzoxazole CC1(CCNCC1)C=1OC2=C(N1)CCCC2